2-(hydroxymethylene)-5-(1H-indol-4-yl)cyclohexane-1,3-dione OC=C1C(CC(CC1=O)C1=C2C=CNC2=CC=C1)=O